2-{[2-chloro-5-cyano-3-(piperazin-1-yl)phenyl]amino}-4-(ethylamino)pyrazolo[1,5-a][1,3,5]triazine-8-carbonitrile ClC1=C(C=C(C=C1N1CCNCC1)C#N)NC1=NC=2N(C(=N1)NCC)N=CC2C#N